chloro-N-(3-(5-cyclopropylpyrazin-2-yl)phenyl)-1-(difluoromethyl)-N-methyl-[1,2,4]triazolo[4,3-a]quinazolin-5-amine ClC1=C2C(=NC=3N(C2=CC=C1)C(=NN3)C(F)F)N(C)C3=CC(=CC=C3)C3=NC=C(N=C3)C3CC3